COCCN(C=1N=C(C2=C(N1)C(=NC(=N2)N(CCOC)CCOC)N(CCC)C)N2CC(C2)(O)C(F)(F)F)CCOC 1-(2,6-bis(bis(2-methoxyethyl)amino)-8-(methyl(propyl)amino)pyrimido[5,4-d]pyrimidin-4-yl)-3-(trifluoromethyl)azetidin-3-ol